F[P-](F)(F)(F)(F)F.N1(N=NC2=C1C=CC=C2)OC(=[N+](C)C)N(C)C 2-(1H-benzotriazol-1-yl)-1,1,3,3-tetra-methyluronium hexafluorophosphate